SC1=CC=C(C=C1)S 2,5-dimercaptobenzene